4,5'-bis(diethylamino)benzophenone C(C)N(C1=CC=C(C(=O)C2=CC=CC(=C2)N(CC)CC)C=C1)CC